4-(3-bromo-2-chloro-6-hydroxyphenyl)piperidine-1-carboxylic acid tert-butyl ester C(C)(C)(C)OC(=O)N1CCC(CC1)C1=C(C(=CC=C1O)Br)Cl